(6-[2,4-bis(trifluoromethyl)phenyl]-3-{[(2R)-2-hydroxypropyl]amino}pyridazine-4-yl)(4-methylpiperazin-1-yl)methanone FC(C1=C(C=CC(=C1)C(F)(F)F)C1=CC(=C(N=N1)NC[C@@H](C)O)C(=O)N1CCN(CC1)C)(F)F